N-(3-chloro-2-fluoro-4-methoxy-phenyl)-6-[(1S,4S)-2,5-diazabicyclo[2.2.1]heptan-2-yl]pyrido[3,2-d]pyrimidin-4-amine ClC=1C(=C(C=CC1OC)NC=1C2=C(N=CN1)C=CC(=N2)N2[C@@H]1CN[C@H](C2)C1)F